3-(((3-(diethylamino)propoxy)carbonyl)oxy)-2-(((8-(2-((2-pentylcyclopropyl)-methyl)cyclopropyl)octanoyl)oxy)methyl)propyl (9Z,12Z)-octadeca-9,12-dienoate C(CCCCCCC\C=C/C\C=C/CCCCC)(=O)OCC(COC(=O)OCCCN(CC)CC)COC(CCCCCCCC1C(C1)CC1C(C1)CCCCC)=O